[C@H]12CN(C[C@H](CC1)N2)C2=NC(=NC=1CC3(CCC21)CCCC2=CC=CC=C23)OC[C@H]2N(CCC2)C(C)C 4'-((1R,5S)-3,8-diazabicyclo[3.2.1]octan-3-yl)-2'-(((S)-1-isopropylpyrrolidin-2-yl)methoxy)-3,4,5',8'-tetrahydro-2H,6'H-spiro[naphthalene-1,7'-quinazoline]